2-((1-(4-(2-(2-Aminopyridin-3-yl)-5-(4-fluorophenyl)-3H-imidazo[4,5-b]pyridin-3-yl)benzyl)piperidin-4-yl)amino)pyrimidine-4-carbonitrile NC1=NC=CC=C1C1=NC=2C(=NC(=CC2)C2=CC=C(C=C2)F)N1C1=CC=C(CN2CCC(CC2)NC2=NC=CC(=N2)C#N)C=C1